C(#N)C=1C=C(C=C(C1)F)[C@H](C)NC(=O)C=1C=NC2=C(N=C(C=C2C1N1C[C@H](N[C@H](C1)C)C)C)C1CC1 N-[(S)-1-(3-cyano-5-fluorophenyl)ethyl]-4-[(3R,5S)-3,5-dimethyl-1-piperazinyl]-8-cyclopropyl-6-methyl-1,7-diaza-3-naphthamide